CC(C(=O)ONC1(NC(N([C@H]2[C@H](O)[C@H](O)[C@@H](CO)O2)C=C1)=O)N)C 4-{[(2-methylpropanoyl)oxy]amino}Cytidine